4,5,6,7-tetrachloro-2-hydroxy-1H-isoindole-1,3(2H)-dione ClC1=C2C(N(C(C2=C(C(=C1Cl)Cl)Cl)=O)O)=O